1-p-toluenesulfonyloxy-benzocyclobutene CC1=CC=C(C=C1)S(=O)(=O)OC1CC=2C1=CC=CC2